5-(bicyclo[1.1.1]pentan-1-yl)-7-bromo-3-butyl-8-methoxy-2-methyl-2,3,4,5-tetrahydrobenzo[f][1,2,5]thiadiazepine 1,1-dioxide C12(CC(C1)C2)N2CC(N(S(C1=C2C=C(C(=C1)OC)Br)(=O)=O)C)CCCC